1-[6-(3-{[4-(4-amino-3-fluorobenzenesulfonyl)phenyl]methyl}cyclobutyl)-1-methylindazol-3-yl]-1,3-diazinane-2,4-dione NC1=C(C=C(C=C1)S(=O)(=O)C1=CC=C(C=C1)CC1CC(C1)C1=CC=C2C(=NN(C2=C1)C)N1C(NC(CC1)=O)=O)F